[Br-].C/C(/CCC[P+](C1=CC=CC=C1)(C1=CC=CC=C1)C1=CC=CC=C1)=C\COC1OCCCC1 (E)-(4-methyl-6-((tetrahydro-2H-pyran-2-yl)oxy)hex-4-en-1-yl)triphenylphosphonium bromide